1-[3-acetyl-6-[5-[(6-methylpyridazin-3-yl)amino]benzimidazol-1-yl]-2-pyridinyl]triazole-4-carbonitrile C(C)(=O)C=1C(=NC(=CC1)N1C=NC2=C1C=CC(=C2)NC=2N=NC(=CC2)C)N2N=NC(=C2)C#N